(S)-N-((5-fluoro-6-(isoxazol-3-ylmethoxy)-1H-indol-2-yl)methyl)-2-methylpyrrolidine-1-carboxamide FC=1C=C2C=C(NC2=CC1OCC1=NOC=C1)CNC(=O)N1[C@H](CCC1)C